1-(3-Chlorophenyl)-N-ethyl-6-(3-iodophenyl)-7-oxo-4,5-dihydropyrazolo[5,4-c]pyridine-3-carboxamide ClC=1C=C(C=CC1)N1N=C(C2=C1C(N(CC2)C2=CC(=CC=C2)I)=O)C(=O)NCC